C(C)S(=O)(=O)C1=NN2C(N=CC(=C2)C)=C1C1=NC=C(N=C1)OCC(C(F)(F)F)(F)F 2-(ethylsulfonyl)-6-methyl-3-(5-(2,2,3,3,3-pentafluoropropoxy)pyrazin-2-yl)pyrazolo[1,5-a]pyrimidine